2-amino-N-methoxy-N,3-dimethylbutanamide NC(C(=O)N(C)OC)C(C)C